ClC1=NC=C(C(=C1)OC)C1=CC(=NS1)C 2-chloro-4-methoxy-5-(3-methyl-1,2-thiazol-5-yl)pyridine